C(CC(=O)[O-])(=O)OC.C(CC(=O)[O-])(=O)OC dimethyl dimalonate